Dimethylethylmethoxymethyleneammonium CC(OC=[NH+]CC)C